5-chloro-2-methyl-pyridine-3-yl 3-[4-(2-aminothiazol-4-yl)-1H-1,2,3-triazol-1-yl]-3-deoxy-2-O-methyl-1-thio-α-D-galactopyranoside NC=1SC=C(N1)C=1N=NN(C1)[C@@H]1[C@H]([C@@H](SC=2C(=NC=C(C2)Cl)C)O[C@@H]([C@@H]1O)CO)OC